6-((1S,2S)-2-(5-Methyl-1,3,4-oxadiazol-2-yl)cyclobutyl)-4-oxo-1-((S)-1-(6-(trifluoromethyl)pyridin-3-yl)ethyl)-4,5-dihydro-1H-pyrazolo[3,4-d]pyrimidin-3-carbonitril CC1=NN=C(O1)[C@@H]1[C@H](CC1)C=1NC(C2=C(N1)N(N=C2C#N)[C@@H](C)C=2C=NC(=CC2)C(F)(F)F)=O